CNC(=O)NC(C(C1=NC=CC(=C1)C(F)(F)F)C=1C=C(C=CC1)C)=O N-(methylcarbamoyl)-2-(m-tolyl)-2-(4-(trifluoromethyl)pyridin-2-yl)acetamide